Ethyl 3-((2-(aminomethyl)thiazol-5-yl)sulfonyl)-5-(pyrrolidin-1-yl)benzoate hydrochloride Cl.NCC=1SC(=CN1)S(=O)(=O)C=1C=C(C(=O)OCC)C=C(C1)N1CCCC1